(R)-2-(1-(3-cyano-5-methoxyphenyl)-1H-pyrazol-4-yl)-N-(3-cyclopropyl-1H-pyrazol-5-yl)propanamide C(#N)C=1C=C(C=C(C1)OC)N1N=CC(=C1)[C@H](C(=O)NC1=CC(=NN1)C1CC1)C